cis-4-[(3,5-dichloro-2-pyridyl)oxy]-N-ethyl-6'-fluoro-2'-oxo-spiro[cyclohexane-1,3'-indoline]-5'-carboxamide ClC=1C(=NC=C(C1)Cl)OC1CCC2(C(NC3=CC(=C(C=C23)C(=O)NCC)F)=O)CC1